ClC1=NC(=NC(=N1)Cl)NCCCCC1CC(N(C(C1)(C)C)OC1CCCCC1)(C)C 2,4-dichloro-6-[(1-cyclohexyloxy-2,2,6,6-tetramethylpiperidin-4-yl)butylamino]s-triazine